N-(3-(2,2-dimethyl-7-(methylsulfonyl)-2,3-dihydro-[1,4]dioxino[2,3-c]pyridin-5-yl)-1-(methyl-d3)-1H-pyrrolo[2,3-c]pyridin-5-yl)acetamide CC1(OC2=C(C(=NC(=C2)S(=O)(=O)C)C2=CN(C3=CN=C(C=C32)NC(C)=O)C([2H])([2H])[2H])OC1)C